2-methyl-2-phenyl-propan CC(C)(C)C1=CC=CC=C1